OC1=CC=2[C@@H]3N(N4C(C2C=C1OC)=CC(C(=C4)C(=O)OC)=O)C(CC3)(C)C Methyl (R)-12-hydroxy-11-methoxy-3,3-dimethyl-8-oxo-2,3,8,13b-tetrahydro-1H-pyrido[2,1-a]pyrrolo[1,2-c]phthalazine-7-carboxylate